(Z)-tetradec-9-enal C(CCCCCCC\C=C/CCCC)=O